NC1(CN(C1)C(=O)OC(C)(C)C)CNC=1C=2C=3N=CC(=NC3C=CC2SC1C(=O)OC)OC methyl 3-{[(3-amino-1-tert-butoxycarbonyl-3-azetidinyl)methyl]amino}-11-methoxy-5-thia-10,13-diazatricyclo[7.4.0.02,6]trideca-1(9),2(6),3,7,10,12-hexaene-4-carboxylate